3-(tributylstannyl)furo[3,2-b]Pyridine C(CCC)[Sn](C1=COC=2C1=NC=CC2)(CCCC)CCCC